O[C@@H]1C[C@H](N(C1)C([C@H](C(C)C)C1=CC(=NO1)OCC=O)=O)C(=O)N[C@@H](C)C1=CC=C(C=C1)C1=CN=C(S1)C (2S,4R)-4-hydroxy-N-[(1S)-1-[4-(2-methyl-1,3-thiazol-5-yl)phenyl]ethyl]-1-[(2R)-3-methyl-2-[3-(2-oxoethoxy)-1,2-oxazol-5-yl]butyryl]pyrrolidine-2-carboxamide